trimethyl-phenyl-hydrazine CN(N(C1=CC=CC=C1)C)C